(2-hydroxyethyl)-3,4-dimethoxybenzamide OCCC1=C(C(=O)N)C=CC(=C1OC)OC